O=C1NC(CCC1C1=CC=C(C=C1)C1CCN(CC1)C1=CC=C(C=C1)C=1C=C2C(=NC=NN2C1)C1=CC(=C(C=C1)CNC(OC(C)(C)C)=O)C)=O tert-butyl N-[[4-[6-[4-[4-[4-(2,6-dioxo-3-piperidyl)phenyl]-1-piperidyl]phenyl]pyrrolo[2,1-f][1,2,4]triazin-4-yl]-2-methyl-phenyl]methyl]carbamate